BrC=1C(=C(C=CC1)NC(=O)C=1C=C2CCN(CC2=CN1)C1CCC(CC1)(C(=O)O)C)Cl (1R,4R)-4-(6-((3-bromo-2-chlorophenyl)carbamoyl)-3,4-dihydro-2,7-naphthyridin-2(1H)-yl)-1-methylcyclohexane-1-carboxylic acid